1-((3-(5-phenyl-4,5-dihydro-1H-pyrazole-1-carbonyl)bicyclo[1.1.1]pent-1-yl)methyl)-1H-indazole-5-carbonitrile C1(=CC=CC=C1)C1CC=NN1C(=O)C12CC(C1)(C2)CN2N=CC1=CC(=CC=C21)C#N